C(#N)C=1C=C(CNC(CN2N=C(C(=C2)C2=CC=NC3=CC=CC=C23)C2=NC=CC=C2)=O)C=CC1 N-(3-cyanobenzyl)-2-(3-(pyridin-2-yl)-4-(quinolin-4-yl)-1H-pyrazol-1-yl)acetamide